(S)-3-(3-hydroxy-3-methylbut-2-yl)-6,8-bis(pyridin-3-yl)pyrido[3,4-d]pyrimidin-4(3H)-one OC([C@H](C)N1C=NC2=C(C1=O)C=C(N=C2C=2C=NC=CC2)C=2C=NC=CC2)(C)C